ClC=1C=C(C(=O)N[C@@H](C)C2=NC(=NN2C2=NC=C(C(=O)N=S(C3=CC=CC=C3)(=O)C)C=C2)C)C=C(C1)C(F)(F)F 6-(5-((S)-1-(3-chloro-5-(trifluoromethyl)benzamido)ethyl)-3-methyl-1H-1,2,4-triazol-1-yl)-N-(methyl(oxo)(phenyl)-λ6-sulfanylidene)nicotinamide